FC1=CC=C(CC=2C=NN(C2)C(=O)N[C@@H]2C(N(C3=C(OC2)C=CC(=C3)C#CC3=NC(=CC=C3)C)C)=O)C=C1 (S)-4-(4-Fluorobenzyl)-N-(5-methyl-7-((6-methylpyridin-2-yl)ethynyl)-4-oxo-2,3,4,5-tetrahydrobenzo[b][1,4]oxazepin-3-yl)-1H-pyrazol-1-carboxamid